(5'S,7a'R)-5'-(3,5-difluorophenyl)-1-(2-methylpyridine-3-carbonyl)tetrahydro-3'H-spiro[piperidine-4,2'-pyrrolo[2,1-b][1,3]oxazol]-3'-one FC=1C=C(C=C(C1)F)[C@@H]1CC[C@H]2OC3(C(N21)=O)CCN(CC3)C(=O)C=3C(=NC=CC3)C